COC1=CC=C(COCCOCC(CO)(CO)C)C=C1 2-((2-((4-methoxybenzyl)oxy)ethoxy)methyl)-2-methylpropane-1,3-diol